ClC=1C(N(C(=CC1OCC1=NC=C(C=C1F)F)C)C1=CC(=NC=C1C)C1=CC=C2C(=N1)[C@@](CC2)(O)CC)=O (S)-3-chloro-4-((3,5-difluoropyridin-2-yl)methoxy)-2'-((R)-7-ethyl-7-hydroxy-6,7-dihydro-5H-cyclopenta[b]pyridin-2-yl)-5',6-dimethyl-2H-[1,4'-bipyridin]-2-one